3,5-dimethoxy-4-difluoromethoxyphenylacetylene COC=1C=C(C=C(C1OC(F)F)OC)C#C